2-(tert-butyl)-4,8-bis(dimethylamino)-s-indacene C(C)(C)(C)C1=CC2=C(C3=CC=CC3=C(C2=C1)N(C)C)N(C)C